4-nitrophenyl (S)-(1-(naphthalen-1-yl)ethyl)carbamate C1(=CC=CC2=CC=CC=C12)[C@H](C)NC(OC1=CC=C(C=C1)[N+](=O)[O-])=O